C(C)(C)(C)OC(=O)N1CCN(CCC1)C=1N=NC(=CC1)NC1=NC=C(C(=N1)C1=CC2=C(N(N=C2C=C1)C)C(C)C)F 4-(6-(5-fluoro-4-(3-isopropyl-2-methyl-2H-indazol-5-yl)pyrimidin-2-ylamino)pyridazin-3-yl)-1,4-diazacycloheptane-1-carboxylic acid tert-butyl ester